2-[[4-[4-hydroxy-1-piperidinyl]-6-[[(1,1-dioxido-3-oxo-1,2-benzisothiazol-2(3H)-yl)methyl]amino]-2-pyrimidinyl]amino]-4-methyl-5-thiazolecarboxylic acid ethyl ester C(C)OC(=O)C1=C(N=C(S1)NC1=NC(=CC(=N1)N1CCC(CC1)O)NCN1S(C2=C(C1=O)C=CC=C2)(=O)=O)C